benzyl (1,15-dihydroxypentadecan-8-yl)(2-(1-methylpyrrolidin-2-yl)ethyl)carbamate OCCCCCCCC(CCCCCCCO)N(C(OCC1=CC=CC=C1)=O)CCC1N(CCC1)C